C(C=C)OC1=CC=C(OCC2OC2)C=C1 2-[[4-(2-propen-1-yloxy)phenoxy]methyl]-oxirane